[Si](C)(C)(C(C)(C)C)C1=CC=2C(C3=CC(=CC=C3C2C=C1)[Si](C)(C)C(C)(C)C)=O 2,7-bis(t-butyldimethylsilyl)-9-fluorenone